OC1C(OCC1O)C(=O)NCC(F)(F)F 3,4-dihydroxyl-N-(2,2,2-trifluoroethyl)tetrahydrofuran-2-carboxamide